2-[5-[2-Hydroxy-6-methyl-4-(trifluoromethyl)phenyl]oxazolo[4,5-b]pyridin-2-yl]-3,5-dihydro-1H-pyrrolo[3,4-c]pyridin-6-one OC1=C(C(=CC(=C1)C(F)(F)F)C)C1=CC=C2C(=N1)N=C(O2)N2CC1=CNC(C=C1C2)=O